5-(azetidin-3-yloxy)-2-chloro-3-cyclopropyl-pyridine N1CC(C1)OC=1C=C(C(=NC1)Cl)C1CC1